N1N=CC=2C1=NC=CC2OC21CCC(CC2)(C1)N1C(N(CC1=O)C=1C=NC=C(C1)C(F)(F)F)=O 3-[4-(1H-pyrazolo[3,4-b]pyridin-4-yloxy)bicyclo[2.2.1]hept-1-yl]-1-[5-(trifluoromethyl)-3-pyridinyl]-2,4-imidazolidinedione